C(C)(C)(C)C1C=2N(CCC1)N=C(C2)C(=O)OCC ethyl 4-(tert-butyl)-4,5,6,7-tetrahydropyrazolo[1,5-a]pyridine-2-carboxylate